N[C@H](C(C(=O)[O-])(C)C)C (3S)-3-amino-2,2-dimethylbutyrate